6,7-Dimethoxy-2-(5-methylbenzo[d]isoxazol-3-yl)isoquinolin-1(2H)-one COC=1C=C2C=CN(C(C2=CC1OC)=O)C1=NOC2=C1C=C(C=C2)C